4,4,5,5-tetramethyl-2-[3-(3,3,3-trifluoro-2,2-dimethyl-propoxy)phenyl]-1,3,2-dioxaborolane CC1(OB(OC1(C)C)C1=CC(=CC=C1)OCC(C(F)(F)F)(C)C)C